2-Bromotetradecane BrC(C)CCCCCCCCCCCC